1-(p-tolyl)ethan-1-one O-methyloxime CON=C(C)C1=CC=C(C=C1)C